5-bromo-2-(4-methylsulfonylphenyl)pyridine BrC=1C=CC(=NC1)C1=CC=C(C=C1)S(=O)(=O)C